CN(CCN(CCCCCC(=O)OCC(CCCCCCCC)CCCCCC)CCCCCC(=O)OCC(CCCCCCCC)CCCCCC)CCCCCC(=O)N(CCCCCCCC)C bis(2-hexyldecyl) 6,6'-((2-(methyl(6-(methyl(octyl)amino)-6-oxohexyl)amino)ethyl)azanediyl)dihexanoate